CC1=C(C(CC1)=O)C(C)=CCC=C(CC)C 3-methyl-2-(6-methyloctan-2,5-dien-2-yl)cyclopent-2-en-1-one